ClC1=CC=C(OC2(CCCCC2)C#CC=2C=C(C=[NH+]C2)O)C=C1 5-((1-(4-chlorophenoxy)cyclohexyl)ethynyl)-3-hydroxypyridinium